C(CCC)C1(CS(C2=C(N(C1)C1=CC=C(C=C1)F)C=C(C(=C2)OCC2CC2)SC)(=O)=O)CC 1-(((3-Butyl-3-ethyl-5-(4-fluorophenyl)-7-(methylthio)-1,1-dioxido-2,3,4,5-tetrahydro-1,5-benzothiazepin-8-yl)oxy)methyl)cyclopropan